1-(3-bromophenyl)-3-[(4-methoxyphenyl)methyl]hexahydro-pyrimidine-2,4-dione BrC=1C=C(C=CC1)N1C(N(C(CC1)=O)CC1=CC=C(C=C1)OC)=O